ClC(C(=O)C1=C(C=CC(=C1)F)F)(Cl)Cl (d)-2,2,2-trichloro-(2',5'-difluorophenyl)ethanone